C(C)(C)(C)N1N=CC(=C1)C(=O)NCC(=O)OC methyl (1-(tert-butyl)-1H-pyrazole-4-carbonyl)glycinate